OC(C(=O)O)C(CO)(C)C α,γ-dihydroxy-β,β-dimethylbutyric acid